C(C)(C)C1N=C(OC1)[C-]1C=CC=C1.[CH-]1C=CC=C1.[Fe+2] (4-isopropyloxazolin-2-yl)ferrocene